N1CC(C1)CC(=O)O AZETIDIN-3-YLACETIC ACID